3-(6-((5-fluoro-4-(4-fluoro-1-isopropyl-2-methyl-1H-benzo[d]imidazol-6-yl)pyrimidin-2-yl)amino)pyridin-3-yl)-N-hydroxypropiolamide hydrochloride salt Cl.FC=1C(=NC(=NC1)NC1=CC=C(C=N1)C#CC(=O)NO)C=1C=C(C2=C(N(C(=N2)C)C(C)C)C1)F